8-[(1R)-1-Aminoethyl]-2-[1-(difluoromethyl)pyrazol-4-yl]-3,6-dimethyl-chromen-4-one N[C@H](C)C=1C=C(C=C2C(C(=C(OC12)C=1C=NN(C1)C(F)F)C)=O)C